C(C1=CC=CC=C1)NC(C([C@H](C[C@H]1C(NCC1)=O)NC(=O)[C@H]1NCCCC1)O)=O (2S)-N-((2S)-4-(benzylamino)-3-hydroxy-4-oxo-1-((S)-2-oxopyrrolidin-3-yl)butan-2-yl)piperidine-2-carboxamide